ClC1=CC=C(C=C1)C1CCC=2SC(=C(C21)C(=O)N)N2C(C1CCCCC1C2=O)=O (4-chlorophenyl)-2-(1,3-dioxo-3a,4,5,6,7,7a-hexahydroisoindol-2-yl)-5,6-dihydro-4H-cyclopenta[b]thiophene-3-carboxamide